C(C)(=O)C1=C(C2=C(N=C(N=C2)NC2=NC=C(C=C2)N2CC(CC2)C(C)(C)N)N(C1=O)C1CCCC1)C 6-acetyl-2-{5-[3-(1-amino-1-methylethyl)-pyrrolidin-1-yl]-pyridin-2-ylamino}-8-cyclopentyl-5-methyl-8H-pyrido[2,3-d]Pyrimidin-7-one